trans-N-methyl-1-[4-[methyl-(7H-pyrrolo[2,3-d]pyrimidin-4-yl)amino]cyclohexyl]methanesulfonamide CNS(=O)(=O)C[C@@H]1CC[C@H](CC1)N(C=1C2=C(N=CN1)NC=C2)C